[Cl-].C[N+]1(CCOCC1)CC1=CC=C(C=C1)C(=O)N1C(CCC1)=O 4-Methyl-4-(4-((2-oxopyrrolidin-1-yl)carbonyl)benzyl)morpholin-4-ium chlorid